ClC1=C2N=CC(=NC2=CC=C1)N=S(=O)(C)C 5-Chloro-2-((dimethyl(oxo)-λ6-sulfenyl)amino)quinoxaline